ClC=1C=NC=C(C1NC(=O)C1=CC=CC=2OC3=C(C21)C=C(C=C3)NS(=O)(=O)C)Cl N-(3,5-dichloro-4-pyridinyl)-8-[(methylsulfonyl)amino]-1-dibenzofurancarboxamide